ClC=1C(=NC(=NC1)N1CC(CC1)C1=C(C=2N(C=C1)C(=NN2)CC2CC2)C(F)(F)F)OCC 7-[1-(5-chloro-4-ethoxy-pyrimidin-2-yl)pyrrolidin-3-yl]-3-(cyclopropylmethyl)-8-(trifluoromethyl)-[1,2,4]triazolo[4,3-a]pyridine